C1(=CC=CC=C1)NC1CCC(CC1)N N4-phenylcyclohexane-1,4-diamine